tert-butyl 2-(1-(pyridin-2-ylmethyl)piperidin-4-yloxy)ethylcarbamate N1=C(C=CC=C1)CN1CCC(CC1)OCCNC(OC(C)(C)C)=O